(3-(1-isopropyl-1H-pyrazol-4-yl)phenyl)-N-(((trans)-4-(4-methoxy-3-methylphenyl)cyclohexyl)methyl)cyclohexanecarboxamide C(C)(C)N1N=CC(=C1)C=1C=C(C=CC1)C1(CCCCC1)C(=O)NC[C@@H]1CC[C@H](CC1)C1=CC(=C(C=C1)OC)C